1-fluoro-N-((1S)-((1r,4S)-4-methylcyclohexyl)(3-morpholino-2-(((5R)-2-oxo-5-(trifluoromethyl)piperidin-3-yl)methyl)imidazo[1,2-b][1,2,4]triazin-6-yl)methyl)cyclopropane-1-carboxamide FC1(CC1)C(=O)N[C@H](C=1N=C2N(N=C(C(=N2)N2CCOCC2)CC2C(NC[C@@H](C2)C(F)(F)F)=O)C1)C1CCC(CC1)C